NC1=NNC2=NC(=CC(=C21)C2=CC=C(C=C2)NC(C2=CN=CC(=C2O)C2=CC=C(C=C2)F)=O)C2CCN(CC2)C(C(C)C)=O N-(4-(3-amino-6-(1-isobutyrylpiperidin-4-yl)-1H-pyrazolo[3,4-b]pyridin-4-yl)phenyl)-5-(4-fluorophenyl)-4-hydroxynicotinamide